4-bromo-3-(9H-carbazole-9-yl)benzonitrile BrC1=C(C=C(C#N)C=C1)N1C2=CC=CC=C2C=2C=CC=CC12